C1(=CC=CC2=CC=CC=C12)C=1OC(=NN1)C1=CC=CC2=CC=CC=C12 2,5-bis(1-naphthyl)-1,3,4-oxadiazole